N-(4-cyanobenzyl)-2-(3-(pyridin-2-yl)-4-(quinolin-4-yl)-1H-pyrazol-1-yl)acetamide C(#N)C1=CC=C(CNC(CN2N=C(C(=C2)C2=CC=NC3=CC=CC=C23)C2=NC=CC=C2)=O)C=C1